N-(1-(4-chlorophenyl)-2,2,2-trifluoroethyl)pyrazolo[1,5-a]pyrimidine-6-sulfonamide ClC1=CC=C(C=C1)C(C(F)(F)F)NS(=O)(=O)C=1C=NC=2N(C1)N=CC2